N-((3aR,4R,7S,7aR)-4-(methoxymethyl)-2,2-dimethyltetrahydro-4H-[1,3]dioxolo[4,5-c]pyran-7-yl)acetamide COC[C@H]1OC[C@@H]([C@@H]2[C@H]1OC(O2)(C)C)NC(C)=O